[N-](S(=O)(=O)C(F)(F)C(F)(F)F)S(=O)(=O)C(F)(F)C(F)(F)F.[Li+] Lithium bis(perfluoroethylsulfonyl)imide